2-({4-[3-(4-chloro-3-methylphenyl)-1H-pyrrolo[3,2-b]pyridin-2-yl]pyridin-3-yl}oxy)-N-methylethan-1-amine ClC1=C(C=C(C=C1)C1=C(NC=2C1=NC=CC2)C2=C(C=NC=C2)OCCNC)C